B([O-])(F)F.C(=C)C(C(=O)O)C(=O)O.[Li+] lithium 2-vinylmalonic acid difluoroborate